12H-benzofuro[3,2-a]carbazole-2,4,6,7,9,11-d6 (3S,6R)-6-((S)-1-(4-fluorophenyl)-1,2,3,4-tetrahydroisoquinoline-2-carbonyl)tetrahydro-2H-pyran-3-yl-methanesulfonate FC1=CC=C(C=C1)[C@@H]1N(CCC2=CC=CC=C12)C(=O)[C@H]1CC[C@@H](CO1)CS(=O)(=O)O.C1=C(C=C(C2=C1C1=C(C(=C(C=3C4=CC(=CC(=C4NC13)[2H])[2H])[2H])[2H])O2)[2H])[2H]